C(N)(=O)C1=CC=C(C=C1)C=1SC(=CN1)CNC(=O)C1=C(C2=C(S(C3=C(C(N2)=O)C=CC=C3)(=O)=O)C=C1)C N-((2-(4-carbamoylphenyl)thiazol-5-yl)methyl)-9-methyl-11-oxo-10,11-dihydrodibenzo[b,f][1,4]thiazepine-8-carboxamide 5,5-dioxide